3-bromo-5-fluoro-2-hydroxy-benzoic acid BrC=1C(=C(C(=O)O)C=C(C1)F)O